3-((3-Exo)-3-((8-((5-methyl-1H-pyrazol-3-yl)amino)imidazo[1,5-a]pyrimidin-6-yl)amino)-8-azabicyclo[3.2.1]oct-8-yl)propionitrile CC1=CC(=NN1)NC=1N=C(N2C1N=CC=C2)NC2CC1CCC(C2)N1CCC#N